CN1C[P@@](SCC1)(=O)N[C@@H](C)C(=O)OC(C)C Isopropyl ((s)-4-methyl-2-oxido-1,4,2-thiazaphosphinan-2-yl)-L-alaninate